ClC1=CC=C(C=C1)N1C(N(C(C1=O)CCC(=O)NCCCC(=O)NO)CC1=CC=C(C=C1)C)=O 4-(3-(1-(4-chlorophenyl)-3-(4-methylbenzyl)-2,5-dioxoimidazolin-4-yl)propanamido)-N-hydroxybutyramide